Isopropyl (R)-3-(2-((3-hydroxypent-4-yn-1-yl)oxy)phenyl)propanoate O[C@H](CCOC1=C(C=CC=C1)CCC(=O)OC(C)C)C#C